C(C1=CC=CC=C1)OC1=CC(=[N+](C=C1OCC1=CC=CC=C1)[O-])C(=O)N1C[C@@H](CC1)C1=NOC(=C1)C(=O)O (R)-4,5-bis(benzyloxy)-2-(3-(5-carboxyisoxazol-3-yl)pyrrolidine-1-carbonyl)pyridine 1-oxide